C(C)(C)C1=NC=CC(=C1N1C2=C(NC(C1=O)=O)C=CC=N2)C 4-(2-isopropyl-4-methylpyridin-3-yl)-1,4-dihydropyrido[2,3-b]pyrazine-2,3-dione